(4-chloro-1-((2-(trimethylsilyl)-ethoxy)methyl)-1H-pyrrolo[2,3-b]pyridin-3-yl)(1-methylcyclopropyl)methanone ClC1=C2C(=NC=C1)N(C=C2C(=O)C2(CC2)C)COCC[Si](C)(C)C